(S)-7-(4-(5-fluoro-2-(oxetan-3-yloxy)phenyl)piperidin-1-yl)-2-(1,3,4-thiadiazol-2-yl)-5-oxa-2-azaspiro[3.4]octane FC=1C=CC(=C(C1)C1CCN(CC1)[C@@H]1COC2(CN(C2)C=2SC=NN2)C1)OC1COC1